C(C)O[C@@H]([C@]1(CN(CC1)C(C)(C)C=1C=CC(=NC1)C)CCC=1SC(=CC1)F)F |o1:4| 5-(2-((R or S)-3-((R)-ethoxyfluoromethyl)-3-(2-(5-fluorothiophen-2-yl)ethyl)pyrrolidin-1-yl)propan-2-yl)-2-methylpyridine